3-(4-(2-bromoacetyl)-3-fluoropyridin-2-yl)oxetan-3-carbonitrile BrCC(=O)C1=C(C(=NC=C1)C1(COC1)C#N)F